N-[4-[(6,7-Dimethoxy-1,5-naphthyridin-4-yl)oxy]-3-fluorophenyl]-4-hydroxy-6-methyl-5-(5-prop-1-en-2-ylfuran-2-yl)pyridine-3-carboxamide COC=1N=C2C(=CC=NC2=CC1OC)OC1=C(C=C(C=C1)NC(=O)C=1C=NC(=C(C1O)C=1OC(=CC1)C(=C)C)C)F